1-{4-[bis(4-methoxybenzyl)amino]-2-(morpholin-4-yl)pyrazolo[1,5-a][1,3,5]triazin-8-yl}-2,2-difluoroethanone COC1=CC=C(CN(C2=NC(=NC=3N2N=CC3C(C(F)F)=O)N3CCOCC3)CC3=CC=C(C=C3)OC)C=C1